Tert-Butyl 3-[5-[[1-(trifluoromethyl)cyclopropyl]methoxy]pyrazin-2-yl]azetidine-1-carboxylate FC(C1(CC1)COC=1N=CC(=NC1)C1CN(C1)C(=O)OC(C)(C)C)(F)F